FC(C1=NC=C(C(=C1)C1=C(C=NC(=C1)N1C(COCC1)=O)C(=O)O)OC)F 4-[2-(difluoromethyl)-5-methoxy-4-pyridyl]-6-(3-oxomorpholin-4-yl)pyridine-3-carboxylic acid